N-[(1S)-1-(dicyclopropylmethyl)-2-[[5-(3,5-dimethyl-1H-pyrazol-4-yl)-6-fluoro-2-pyridyl]amino]-2-oxo-ethyl]-3-[2-fluoro-1-(fluoromethyl)ethyl]triazole-4-carboxamide C1(CC1)C([C@@H](C(=O)NC1=NC(=C(C=C1)C=1C(=NNC1C)C)F)NC(=O)C=1N(N=NC1)C(CF)CF)C1CC1